ClC=1C=C(C=CC1C(N(C)C)=O)C1=NN=C(S1)N1CC(N(CC1)C(=O)OC(C)(C)C)C tert-butyl 4-(5-(3-chloro-4-(dimethylcarbamoyl)phenyl)-1,3,4-thiadiazol-2-yl)-2-methylpiperazine-1-carboxylate